monopropylene oxide C1C(C)O1